NCCCC=1C=C(OCCCC(=O)NC)C=CC1 4-(3-(3-aminopropyl)phenoxy)-N-methylbutanamide